(1s,3s)-3-[(5-[5H-pyrido[4,3-b]indol-7-yl]pyridin-2-yl)oxy]cyclobutan-1-ol C1=NC=CC=2NC=3C=C(C=CC3C21)C=2C=CC(=NC2)OC2CC(C2)O